N-(3-fluorophenyl)-N-(4-(hydroxycarbamoyl)benzyl)-1,4-oxazepan-4-carboxamide FC=1C=C(C=CC1)N(C(=O)N1CCOCCC1)CC1=CC=C(C=C1)C(NO)=O